2-(5-{[(2S)-oxolan-2-yl]methyl}-1,3,4-oxadiazol-2-yl)-5-[4-(trifluoromethoxy)benzene-1-sulfonyl]pyridin-3-amine O1[C@@H](CCC1)CC1=NN=C(O1)C1=NC=C(C=C1N)S(=O)(=O)C1=CC=C(C=C1)OC(F)(F)F